tert-butyl 3-(4,4,5,5-tetramethyl-1,3,2-dioxaborolan-2-yl)-1H-pyrrolo[3,2-c]pyridine-1-carboxylate CC1(OB(OC1(C)C)C1=CN(C2=C1C=NC=C2)C(=O)OC(C)(C)C)C